6-chloro-1-(3-hydroxybenzyl)-7-(naphthalen-1-ylmethyl)-5-oxo-8-(3-(trifluoromethyl)phenyl)-1,2,3,5-tetrahydroimidazo[1,2-a]pyridine-3-carboxylic acid ClC1=C(C(=C2N(C1=O)C(CN2CC2=CC(=CC=C2)O)C(=O)O)C2=CC(=CC=C2)C(F)(F)F)CC2=CC=CC1=CC=CC=C21